1-(5-tert-butyl-isoxazol-3-yl)-3-[4-(7-fluoro-indazole-1-yl)-phenyl]-urea C(C)(C)(C)C1=CC(=NO1)NC(=O)NC1=CC=C(C=C1)N1N=CC2=CC=CC(=C12)F